C(C)OC(=O)C=1N=NN2C1C=CC(=C2)B2OC(C(O2)(C)C)(C)C.BrC=2N=C(N(N2)C2=CC=C(C=C2)OC(F)(F)F)NC(C)=O N-[5-bromo-2-[4-(trifluoromethoxy)phenyl]-1,2,4-triazol-3-yl]acetamide Ethyl-6-(4,4,5,5-tetramethyl-1,3,2-dioxaborolan-2-yl)-[1,2,3]triazolo[1,5-a]pyridine-3-carboxylate